(12R)-20-Amino-18-bromo-6-(trifluoromethyl)-22-oxa-3,4,16,21-tetraazatetracyclo[15.3.1.12,5.012,16]docosa-1(21),2,4,17,19-pentaen-6-ol NC1=CC(=C2N3CCC[C@H]3CCCCCC(C3=NN=C(C1=N2)O3)(O)C(F)(F)F)Br